N(=[N+]=[N-])CCOCCNC1=CC=C(C2=NON=C21)[N+](=O)[O-] N-(2-(2-azidoethoxy)ethyl)-7-nitrobenzo[c][1,2,5]oxadiazol-4-amine